FC1(CC2(C1)C[C@@H](NCC2)C=2C=NN(C2)CCOC)F |r| (RS)-2,2-difluoro-6-(1-(2-methoxyethyl)-1H-pyrazol-4-yl)-7-azaspiro[3.5]nonane